FC(OC1=CC=C(CNC(CCC2=NC=3C(=NC=CC3)N2CC2=CC=C(C=C2)OC(F)(F)F)=O)C=C1)(F)F N-(4-Trifluoromethoxy-benzyl)-3-[3-(4-trifluoromethoxy-benzyl)-3H-imidazo[4,5-b]pyridin-2-yl]-propionamide